N-(2-pyridinyl)-sulfonamide N1=C(C=CC=C1)NS(=O)=O